FC1(CCC1)C1=NC2=CC=C(C=C2C(=N1)N1CCC(CC1)C1=C(C=CC=C1)OC)N(CCN1CCOCC1)C {2-(1-fluoro-cyclobutyl)-4-[4-(2-methoxy-phenyl)-piperidin-1-yl]-quinazolin-6-yl}-methyl-(2-morpholin-4-yl-ethyl)-amine